methylolcyclopentene C(O)C1=CCCC1